C(C)N1C(=NN=C1)C1=CC=2N(C(=C1)OC1=CC=C(C=C1)OCCCOC)C=NC2 7-(4-ethyl-1,2,4-triazol-3-yl)-5-[4-(3-methoxypropoxy)phenoxy]imidazo[1,5-a]pyridine